boron-silicon-palladium [Pd].[Si].[B]